C(\C=C\CCC)OC(C(O)C)=O Lactic acid trans-2-hexenyl ester